(2R,3R,11bR)-9-((1-fluorocyclobutyl)methoxy)-10-methoxy-1,3,4,6,7,11b-hexahydro-2H-pyrido[2,1-a]isoquinolin-2-ol FC1(CCC1)COC=1C=C2CCN3[C@@H](C2=CC1OC)C[C@@H](CC3)O